N(=O)[O-] anti-nitrite